5-amino-N-(2-{4-amino-6-oxa-2-azaspiro[4.5]decan-2-yl}-5,6,7,8-tetrahydroquinolin-6-yl)-2,4-dimethylthieno[2,3-d]pyrimidine-6-carboxamide NC1=C(SC=2N=C(N=C(C21)C)C)C(=O)NC2CC=1C=CC(=NC1CC2)N2CC1(C(C2)N)OCCCC1